FC1=C2C(NC(=NC2=CC(=C1)OCCN1CCN(CC1)C1CN(C1)C1=CC=C(C=C1)NC1C(NC(CC1)=O)=O)CSC1CCOCC1)=O 3-((4-(3-(4-(2-((5-fluoro-4-oxo-2-(((tetrahydro-2H-pyran-4-yl)thio)methyl)-3,4-dihydroquinazolin-7-yl)oxy)ethyl)piperazin-1-yl)azetidin-1-yl)phenyl)amino)piperidine-2,6-dione